COC=1C=C(C=CC1N1N=C(C=2C=NC(=CC21)NC2=NC=CNC2=O)C)NS(=O)(=O)C N-(3-Methoxy-4-(3-methyl-6-((3-oxo-3,4-dihydropyrazin-2-yl)amino)-1H-pyrazolo[4,3-c]pyridin-1-yl)phenyl)methanesulfonamide